C(C)OC[C@H]1NC[C@H](C1)OC1=CC=C(C=C1)C(F)(F)F (2S,4S)-2-(ethoxymethyl)-4-(4-(trifluoromethyl)phenoxy)pyrrolidine